The molecule is a 3beta-sterol that is 5alpha-cholest-8-en-3beta-ol carrying an additional hydroxymethyl substituent at position 4alpha. It has a role as a human metabolite. It is a 3beta-sterol and a cholestanoid. C[C@H](CCCC(C)C)[C@H]1CC[C@@H]2[C@@]1(CCC3=C2CC[C@@H]4[C@@]3(CC[C@@H]([C@H]4CO)O)C)C